ClC=1C(=NC(=CC1F)N1C[C@@H](O[C@@H](C1)C)C)C1=NC2=CC(=NC=C2C=C1)CN (2-(3-chloro-6-((2S,6R)-2,6-dimethylmorpholino)-4-fluoropyridin-2-yl)-1,6-naphthyridin-7-yl)methanamine